CNC1CCN(CC1)C1=CC=C(C=C1)C1=CC=C2N=CC=3N(C2=C1)C(=NN3)CN3CCOCC3 n-methyl-1-(4-(1-(morpholinylmethyl)-[1,2,4]triazolo[4,3-a]quinoxalin-8-yl)phenyl)piperidin-4-amine